CN(C)CCCCO 4-(N,N-dimethylamino)butanol